O1C(OCC1)CCCOC=1C=CC(=C(C#N)C1)C1CCNCC1 5-[3-(1,3-dioxolan-2-yl)propoxy]-2-(piperidin-4-yl)benzonitrile